C(C=C)(=O)SC1=CC=CC2=C1SC1=C2C=CC=C1 S-4-dibenzothiophenyl thioacrylate